3-butyl-1-methylcyclopent-1,3-diene C(CCC)C=1C=C(CC1)C